FC1=NC(=C2N=CN(C2=N1)C1OCC1)NCC1=CC(=C(C=C1)O)OC 2-fluoro-6-[(4-hydroxy-3-methoxybenzyl)amino]-9-(oxetan-2-yl)-9H-purine